C(C)(C)(C)CC(C#N)(C)N=NC(C#N)(C)C t-butyl-2,2'-azobisisobutyronitrile